C(C)C(CCC)C(CCC)CC 4,5-diethyloctane